N1N=CC2=C(C=CC=C12)CN1N=CC2=C(C1=O)N(C1=C2C=CC(=N1)CC1=NN(C=C1)C)C 7-((1H-indazol-4-yl)methyl)-9-methyl-2-((1-methyl-1H-pyrazol-3-yl)methyl)-7,9-dihydro-8H-pyrido[3',2':4,5]pyrrolo[2,3-d]pyridazin-8-one